C(CCCCCC\C=C/C\C=C/CCCCC)C1(OCC(O1)CCO)CCCCCCC\C=C/C\C=C/CCCCC 2-(2,2-Di((8Z,11Z)-heptadeca-8,11-dien-1-yl)-1,3-dioxolan-4-yl)ethan-1-ol